C(N)(=O)C12CC(C1)(C2)N2C(N1[C@H](CNCC1)C2)=O (R)-2-(3-carbamoylbicyclo[1.1.1]pentan-1-yl)-3-oxohexahydroimidazo[1,5-a]pyrazine